C(C1=CC=CC=C1)(=O)OC[C@@H]1[C@@]([C@@H](C(O1)CC(=O)O)CC(=O)O)(O)C(F)F (3R,4R,5R)-5-((benzoyloxy)methyl)-4-(difluoromethyl)-4-hydroxytetrahydrofuran-2,3-diacetic acid